N1C=NC=C1CN1CCC(CC1)C=1C=C2C(=C(NC2=CC1)C1=CC(=C(C=C1)OC)OC)C(C)C 5-(1-((1H-imidazol-5-yl)methyl)piperidin-4-yl)-2-(3,4-dimethoxyphenyl)-3-isopropyl-1H-indole